C(CCC)C(C(=O)O)SC(C(=O)O)CCCC.OC1=C(C=C(C=C1)CC(=O)NC1=CC(=CC=C1)C1CCC(CC1)=O)OC 2-(4-hydroxy-3-methoxyphenyl)-N-(3-(4-oxocyclohexyl)phenyl)acetamide dibutyl-thiodiacetate